5-bromo-3-chloropyrazin-2-amine BrC=1N=C(C(=NC1)N)Cl